aminobenzyl-urethane NN(C(=O)OCC)CC1=CC=CC=C1